1-(2-hydroxyphenyl)-4-(3-nitrophenyl)-1,2,3,6-tetrahydropyrimidin-2-one OC1=C(C=CC=C1)N1C(NC(=CC1)C1=CC(=CC=C1)[N+](=O)[O-])=O